bis[4-(4-(trifluoromethyl)phenyl)quinazoline] dichloride iridium [Ir+2].[Cl-].[Cl-].FC(C1=CC=C(C=C1)C1=NC=NC2=CC=CC=C12)(F)F.FC(C1=CC=C(C=C1)C1=NC=NC2=CC=CC=C12)(F)F